COC(C#CCCCCCCC)=O 2-decynoic acid methyl ester